1-(4-morpholinophenyl)butan-1-one O1CCN(CC1)C1=CC=C(C=C1)C(CCC)=O